2-hydroxy-N1,N1,N3,N3,N3-pentamethylpropane-1,3-diaminium chloride [Cl-].OC(C[NH+](C)C)C[N+](C)(C)C.[Cl-]